ClC=1C=CC=2C(C3=CC=C(C=C3C2C1)Cl)(CO)CO 3,6-dichlorofluorene-9,9-dimethanol